BrC=1C=C2CC(CC2=CC1)(C(=O)OC)C(=O)OC Dimethyl 5-bromo-1,3-dihydro-2H-indene-2,2-dicarboxylate